ClC=1N=NC(=C2C1N(N=C2)CC=O)C2=C(C=C(C=C2)C(F)(F)F)OC 2-(7-chloro-4-(2-methoxy-4-(trifluoromethyl)phenyl)-1H-pyrazolo[3,4-d]pyridazin-1-yl)acetaldehyde